C1=CC=CC=2SC3=CC=CC=C3N(C12)CCC(C(C=C)=C)=C 1-(N-phenothiazinyl)-3,4-dimethylenehex-5-ene